Cl.FC1=CC=2C(C=C(OC2C2=C1N(C(=N2)C(F)(F)F)CC(F)(F)F)C2CCNCC2)=O 4-fluoro-8-(piperidin-4-yl)-3-(2,2,2-trifluoroethyl)-2-(trifluoromethyl)chromeno[7,8-d]imidazol-6(3H)-one hydrochloride